methyl 2-[5-(2,5-dichloropyrimidin-4-yl)-3-oxo-1-{[2-(trimethylsilyl)ethoxy]methyl}-2,3-dihydro-1H-isoindol-2-yl]acetate ClC1=NC=C(C(=N1)C=1C=C2C(N(C(C2=CC1)COCC[Si](C)(C)C)CC(=O)OC)=O)Cl